NC1=NC=C(C2=C1C(=NN2C)C2=CC(=C(C=C2)NS(=O)(=O)C(F)F)O[C@@H](C)C2=CC=C(C=C2)F)C=2C=NN(C2)C2COCC2 N-(4-(4-amino-1-methyl-7-(1-(tetrahydrofuran-3-yl)-1H-pyrazol-4-yl)-1H-pyrazolo[4,3-c]pyridin-3-yl)-2-((S)-1-(4-fluorophenyl)ethoxy)phenyl)-1,1-difluoromethanesulfonamide